ClC1=C(C=CC=C1)C(=O)N1CC2(C1)C=C(C(C(C2)(C)C)=O)C#N 2-(2-chlorobenzene-1-carbonyl)-8,8-dimethyl-7-oxo-2-azaspiro[3.5]non-5-ene-6-carbonitrile